1-{(endo)-8-Azabicyclo[3.2.1]octan-3-yl}-4-bromo-2,3-dihydro-1H-1,3-benzodiazol-2-one C12CC(CC(CC1)N2)N2C(NC1=C2C=CC=C1Br)=O